C(C)N(C1=CC2=CC=CC=C2C=C1)CC N,N-diethylnaphthalen-2-amine